N1CC(C1)C1N(CCN(C1)C(=O)OCC1=CC=CC=C1)C(=O)OCC1=CC=CC=C1 dibenzyl 2-(azetidin-3-yl)piperazine-1,4-dicarboxylate